tris(2,2-difluoroethyl) borate B(OCC(F)F)(OCC(F)F)OCC(F)F